[Si](C1=CC=CC=C1)(C1=CC=CC=C1)(C(C)(C)C)O[C@@H]1CC(NC1)=O (4R)-4-[tert-butyl(diphenyl)silyl]oxypyrrolidin-2-one